3-[2-(2-aminopyrimidin-5-yl)ethynyl]-4-(difluoromethoxy)-N-[(2S)-1-hydroxy-4-(trifluoromethoxy)butane-2-yl]benzamide NC1=NC=C(C=N1)C#CC=1C=C(C(=O)N[C@H](CO)CCOC(F)(F)F)C=CC1OC(F)F